C(CCCCCCCCCCCCCCCCC)C(C1=CC(=C(C(=C1)C(C)(C)C)O)C(C)(C)C)(P(O)(O)=O)CCCCCCCCCCCCCCCCCC.CC1=C(C=2N(C=C1C1=C(C=3N=C(SC3N1)C(=O)N1CCCC1)C(C)C)N=CN2)C (5-(7,8-dimethyl-[1,2,4]triazolo[1,5-a]pyridin-6-yl)-6-isopropyl-4H-pyrrolo[3,2-d]thiazol-2-yl)(pyrrolidin-1-yl)methanone dioctadecyl-3,5-di-tert-butyl-4-hydroxybenzylphosphonate